C(C1=CC=CC=C1)O[C@H]1[C@H](O[C@H]([C@@H]1OCC1=CC=C(C=C1)OC)[C@@H]([C@@H](O)C=1OC=CC1)O)CCC (S)-3-((2R,3S,4R,5S)-3-(benzyloxy)-5-((1R,2R)-2-(furan-2-yl)-1,2-dihydroxyethyl)-4-((4-methoxybenzyl)oxy)tetrahydrofuran-2-yl)propane